((3-bromo-1,4-diphenoxy-1,4-dihydronaphthalen-2-yl)amino)-N-(pyridin-2-yl)benzamide BrC1=C(C(C2=CC=CC=C2C1OC1=CC=CC=C1)OC1=CC=CC=C1)NC1=C(C(=O)NC2=NC=CC=C2)C=CC=C1